C1(=CC=CC=C1)P(C(C1=C(C=C(C=C1C)C)C)=O)(C(C1=C(C=C(C=C1C)C)C)=O)=O phenyl-bis-(2,4,6-Trimethylbenzoyl)-phosphine oxide